2-(3-aminoquinolin-2-yl)propan NC=1C(=NC2=CC=CC=C2C1)C(C)C